CC1(OC2=C(C1)C(=C(C(=C2C)C)S(=O)(=O)NC(=N)C2=CC=C(C(=O)O)C=C2)C)C 4-(N-((2,2,4,6,7-pentamethyl-2,3-dihydrobenzofuran-5-yl)sulfonyl)carbamimidoyl)benzoic acid